FC1=C(C=C(C=C1)B(O)O)C(=O)OC (4-fluoro-3-(methoxycarbonyl)phenyl)boronic acid